ClC1=CC2=C(N(C(OC2=O)=O)C)C(=C1)Cl 6,8-dichloro-1-methyl-2H-benzo[d][1,3]Oxazine-2,4(1H)-dione